C(C)(C)(C)OC(=O)N[C@@H](C(C)C)C(=O)N1[C@@H]([C@H]2C([C@H]2C1)(C)C)C(=O)O (1R,2S,5S)-3-[N-(t-Butoxycarbonyl)-L-valyl]-6,6-dimethyl-3-azabicyclo[3.1.0]hexane-2-carboxylic acid